2-(4-fluoro-3,5-dimethylphenyl)-5-methyl-5,6,7,8-tetrahydroimidazo[1,2-c]pyrimidin-3-amine FC1=C(C=C(C=C1C)C=1N=C2N(C(NCC2)C)C1N)C